Tert-butyl 6-methylpyrimidine-4-carboxylate CC1=CC(=NC=N1)C(=O)OC(C)(C)C